sodium hydrogensulphide S.[Na]